3-chlorobenzyl ((2S)-3-cyclohexyl-1-(((2S)-1-(diethoxyphosphoryl)-1-hydroxy-5-oxo-5-(1,3,4,5-tetrahydro-2H-benzo[c]azepin-2-yl)pentan-2-yl)amino)-1-oxopropan-2-yl)carbamate C1(CCCCC1)C[C@@H](C(=O)N[C@H](C(O)P(=O)(OCC)OCC)CCC(N1CC2=C(CCC1)C=CC=C2)=O)NC(OCC2=CC(=CC=C2)Cl)=O